OC1=CC=C(C=C1)C(C)(C)C1=CC=C(OC)C=C1 [4-(4-hydroxyphenyl-isopropyl)phenoxy]methane